1-((2-bromo-3-fluoropyridin-4-yl)methyl)-N,N-dimethylpiperidine-4-carboxamide BrC1=NC=CC(=C1F)CN1CCC(CC1)C(=O)N(C)C